Diacephenanthryleno[4,5-b:5',4'-k]chrysene C1=CC=C2C=3C=CC=CC3C=C3C2=C1C1=CC=2C=CC4=C5C=C6C(=CC5=CC=C4C2C=C13)C1=CC3=CC=CC=C3C=3C=CC=C6C31